C(C)N1N=C2N=C(C=NC2=C1)N[C@@H](C)C=1C=C(C=CC1C)NC(C1=CC(=C(C(=C1)C)CN1C[C@@H](CC1)O)F)=O N-(3-((S)-1-((2-ethyl-2H-pyrazolo[3,4-b]pyrazin-6-yl)amino)ethyl)-4-methylphenyl)-3-fluoro-4-(((R)-3-hydroxypyrrolidin-1-yl)methyl)-5-methylbenzamide